tert-butyl 4-((2R,5S)-5-(4-bromobenzyl)-2-(2-hydroxypropan-2-yl)morpholino)-piperidine-1-carboxylate BrC1=CC=C(C[C@@H]2N(C[C@@H](OC2)C(C)(C)O)C2CCN(CC2)C(=O)OC(C)(C)C)C=C1